(S)-N-[(1R)-1-(5-bromo-2-fluorophenyl)ethyl]-2-methylpropane-2-sulfinamide BrC=1C=CC(=C(C1)[C@@H](C)N[S@@](=O)C(C)(C)C)F